FC(=C1CCC=2C(=C(C=CC12)C1=C(N=C(N=N1)N[C@H]1COCC1)C)O)F (R)-1-(difluoromethylene)-5-(5-methyl-3-((tetrahydrofuran-3-yl)amino)-1,2,4-triazin-6-yl)-2,3-dihydro-1H-inden-4-ol